6-(((3,3-difluorocyclobutyl)amino)methyl)-2-iminooctanoic acid FC1(CC(C1)NCC(CCCC(C(=O)O)=N)CC)F